Dimethyl-5-Sulfoisophthalate Sodium Salt [Na+].COC(C1=CC(C(=O)OC)=CC(=C1)S(=O)(=O)[O-])=O